NC1=C(C=C(C=C1)C1=CC=C(C=C1)F)NC(=O)C=1C=CC2=C(C=C(O2)S(=O)(=N)C)C1 N-[2-amino-5-(4-fluorophenyl)phenyl]-2-(methylsulfonimidoyl)benzofuran-5-carboxamide